C(C)(C)(C)OC(N(C)C)N(C)C tert-Butoxybis(dimethylamino)methane